(S)-2-(Azetidin-3-ylmethyl)-6-(2,6-dioxopiperidin-3-yl)-2,3,6,7-tetrahydropyrrolo[3,4-f]isoindole-1,5-dione N1CC(C1)CN1C(C2=CC=3CN(C(C3C=C2C1)=O)[C@@H]1C(NC(CC1)=O)=O)=O